NC=1C=C(C=NC1)N1C(CCC1)=O 1-(5-aminopyridin-3-yl)pyrrolidin-2-one